2-((3,5-dicyano-4-ethyl-6-(piperazin-1-yl)pyridin-2-yl)thio)-2-(4-fluorophenyl)acetamide C(#N)C=1C(=NC(=C(C1CC)C#N)N1CCNCC1)SC(C(=O)N)C1=CC=C(C=C1)F